C(C)N1N=CC=C1C1=C(N=NC(=C1)N1[C@@H](COCC1)C)C(C)NC(=O)C1=CC=NN1 N-(1-(4-(1-ethyl-1H-pyrazol-5-yl)-6-((R)-3-methylmorpholino)pyridazin-3-yl)ethyl)-1H-pyrazole-5-carboxamide